5-(2-fluoro-6-hydroxy-3-(1-(spiro[3.3]heptan-2-yl)-1H-pyrazol-4-yl)phenyl)-1,2,5-thiadiazolidin-3-one 1,1-dioxide FC1=C(C(=CC=C1C=1C=NN(C1)C1CC2(C1)CCC2)O)N2CC(NS2(=O)=O)=O